N-(2-((4-(2-((3-(1H-Imidazol-1-yl)benzyl)(cyclohexyl)amino)ethyl)phenyl)carbamoyl)-4,5-dimethoxyphenyl)-4-oxo-4H-chromene-2-carboxamide N1(C=NC=C1)C=1C=C(CN(CCC2=CC=C(C=C2)NC(=O)C2=C(C=C(C(=C2)OC)OC)NC(=O)C=2OC3=CC=CC=C3C(C2)=O)C2CCCCC2)C=CC1